8,8-difluoro-5,6,7,8-tetrahydroquinoline-2-carboxamide FC1(CCCC=2C=CC(=NC12)C(=O)N)F